N-[(1S)-5-[2-(2-aminopyridin-3-yl)-5-(5-fluoro-1,3-thiazol-2-yl)imidazo[4,5-b]pyridin-3-yl]-2,3-dihydro-1H-inden-1-yl]-2,3-difluoro-5-formyl-4-hydroxybenzamide NC1=NC=CC=C1C1=NC=2C(=NC(=CC2)C=2SC(=CN2)F)N1C=1C=C2CC[C@@H](C2=CC1)NC(C1=C(C(=C(C(=C1)C=O)O)F)F)=O